(R)-3-[2-[3-[8-amino-5-[1-(2-aminoethyl)pyrazol-4-yl]pyrido[3,4-d]pyrimidin-2-yl]phenyl]ethynyl]-3-hydroxy-1-methylpyrrolidin-2-one hydrochloride Cl.NC1=NC=C(C2=C1N=C(N=C2)C=2C=C(C=CC2)C#C[C@]2(C(N(CC2)C)=O)O)C=2C=NN(C2)CCN